1-((acetoxy)methyl)-4-hydroxy-7-phenoxyisoquinoline-3-carboxylic acid methyl ester COC(=O)C=1N=C(C2=CC(=CC=C2C1O)OC1=CC=CC=C1)COC(C)=O